IC[C@H](CC=1N=CSC1)NC(OCC1C2=CC=CC=C2C=2C=CC=CC12)=O (9H-fluoren-9-yl)methyl (S)-(1-iodo-3-(thiazol-4-yl)propan-2-yl)carbamate